3-Ethyl-3-[5-[2-[4-(pentafluoro-lambda6-sulfanyl)anilino]-3-pyridyl]-1,3,4-oxadiazol-2-yl]pyrrolidin-2-one C(C)C1(C(NCC1)=O)C=1OC(=NN1)C=1C(=NC=CC1)NC1=CC=C(C=C1)S(F)(F)(F)(F)F